[N].N1C(=NCC1)C(C)C [2-(2-imidazolin-2-yl)propane] nitrogen